O=C1NC2(C1)CCN(CC2)CCOC=2C=CC=1N(C2)N=CC1C#N 6-(2-(2-oxo-1,7-diazaspiro[3.5]non-7-yl)ethoxy)pyrazolo[1,5-a]pyridine-3-Nitrile